N-[5-fluoro-2-(2-methoxyethoxy)pyrimidin-4-yl]-5-[(4-fluoro-1-methylpiperidin-4-yl)carbonyl]-6,6-dimethyl-1,4,5,6-tetrahydropyrrolo[3,4-c]pyrazol-3-amine FC=1C(=NC(=NC1)OCCOC)NC=1C2=C(NN1)C(N(C2)C(=O)C2(CCN(CC2)C)F)(C)C